C(C)(C)(C)N1C=C(C=C1)C(=O)NCC1=NC(=NO1)C=1N(C2=CC=CC(=C2C1)N[C@H]1[C@@H](COCC1)F)CC(F)(F)F 1-tert-butyl-N-{[3-(4-{[(3S,4R)-3-fluorooxan-4-yl]amino}-1-(2,2,2-trifluoroethyl)-1H-indol-2-yl)-1,2,4-oxadiazol-5-yl]methyl}-1H-pyrrole-3-carboxamide